C(C1=CC=CC=C1)C=1C=C(CC=2N=C3N(C(=NC=4C(=CC=CC34)F)N)C2)C=CC1 2-(3-benzylbenzyl)-7-fluoroimidazo[1,2-c]quinazolin-5-amine